5,6-dihydro-3'H-spiro[cyclopenta[c]pyridine-7,2'-imidazo[1,2-a]pyridine] N=1C2(CN3C1C=CC=C3)CCC3=C2C=NC=C3